3-[[4-[(E)-3-Phenylprop-2-enoyl]phenyl]sulfonylamino]propanoic acid C1(=CC=CC=C1)/C=C/C(=O)C1=CC=C(C=C1)S(=O)(=O)NCCC(=O)O